[(2S)-2-{[(9H-Fluoren-9-ylmethoxy)carbonyl]amino}propanamido]methyl acetate C(C)(=O)OCNC([C@H](C)NC(=O)OCC1C2=CC=CC=C2C=2C=CC=CC12)=O